7-phenyl-5H-pyrrolo[2,3-b]pyrazin C1(=CC=CC=C1)C1=CNC2=NC=CN=C21